COC1=CC=C(CNC(CCC2CN(CCC2)C(=O)OC(C)(C)C)=O)C=C1 tert-butyl 3-(3-((4-methoxybenzyl)amino)-3-oxopropyl)piperidine-1-carboxylate